(S)-N-(2-(methyl(thiazol-5-ylmethyl)amino)-2-(1-methyl-1H-indol-3-yl)ethyl)-1H-indole-6-sulfonamide CN([C@H](CNS(=O)(=O)C1=CC=C2C=CNC2=C1)C1=CN(C2=CC=CC=C12)C)CC1=CN=CS1